5-(4-chlorophenyl)-1-ethyl-6-(methoxymethyl)-4-oxo-pyridine-3-carboxylic acid methyl ester COC(=O)C1=CN(C(=C(C1=O)C1=CC=C(C=C1)Cl)COC)CC